N1C(=CC=2C=NC=CC21)CNC(CN2C(=NC=C(C2=O)NCCCC2=CC=CC=C2)C2=CC=C(C=C2)S(=O)(=NC#N)C)=O N-((1H-pyrrolo[3,2-c]pyridine-2-yl)methyl)-2-(2-(4-(N-cyano-S-methylsulfonimidoyl)phenyl)-6-oxo-5-((3-phenylpropyl)amino)pyrimidin-1(6H)-yl)acetamide